N-methyl-2-(1-{[5-methyl-3-(trifluoromethyl)-1H-pyrazol-1-yl]acetyl}piperidin-4-yl)-N-[(1S)-1,2,3,4-Tetrahydronaphthalen-1-yl]-1,3-thiazole-4-carboxamide CN(C(=O)C=1N=C(SC1)C1CCN(CC1)C(CN1N=C(C=C1C)C(F)(F)F)=O)[C@H]1CCCC2=CC=CC=C12